bipyridazine N1=NC(=CC=C1)C=1N=NC=CC1